3-[3-fluoro-4-(methylsulfonylmethyl)phenyl]-1H-indole-2-carboxylic acid FC=1C=C(C=CC1CS(=O)(=O)C)C1=C(NC2=CC=CC=C12)C(=O)O